N1(CCNCC1)C=1C=CC(=NC1)C1=NC(=NC=C1)N (5-piperazin-1-yl-2-pyridinyl)pyrimidin-2-amine